The molecule is fully deprotonated form of 5-diphospho-1D-myo-inositol pentakisphosphate. It has a role as a Saccharomyces cerevisiae metabolite. It is a conjugate base of a 5-diphospho-1D-myo-inositol pentakisphosphate. [C@H]1([C@H](C([C@H]([C@@H](C1OP(=O)([O-])[O-])OP(=O)([O-])[O-])OP(=O)([O-])[O-])OP(=O)([O-])OP(=O)([O-])[O-])OP(=O)([O-])[O-])OP(=O)([O-])[O-]